(1R)-1-N,2-N-dimethylcyclohexane-1,2-diamine CN[C@H]1C(CCCC1)NC